2-chloro-1-(1-tetrahydropyran-2-ylpyrazol-4-yl)ethanone ClCC(=O)C=1C=NN(C1)C1OCCCC1